COC1=C(C=C(C=N1)NC(C=C)=O)\C=C\[C@@H]1CO[C@H](CC1)C(F)(F)F N-(6-methoxy-5-((E)-2-((3R,6R)-6-(trifluoromethyl)tetrahydro-2H-pyran-3-yl)vinyl)pyridin-3-yl)acrylamide